2'-O-ribosyl-guanosine tert-butyl-(2-((S)-2-cyanopyrrolidin-1-yl)-2-oxoethyl)((1S,3R,5S)-3-hydroxyadamantan-1-yl)carbamate C(C)(C)(C)C1C2(CC3C[C@H](CC1(C3)O)C2)N(C(=O)OC[C@@H]2[C@H]([C@H]([C@@H](O2)N2C=NC=3C(=O)NC(N)=NC23)OC2[C@H](O)[C@H](O)[C@H](O2)CO)O)CC(=O)N2[C@@H](CCC2)C#N